CC1=NOC(=C1C=1C=CC(=C(C1)N(C1=CC=C(C=C1)C1(CC1)C#N)CCCCCCO)C)C 1-(4-((5-(3,5-Dimethylisoxazol-4-yl)-2-methylphenyl)(6-hydroxyhexyl)amino)phenyl)cyclopropane-1-nitrile